N-(4,6-dichloro-2',3',5',6'-tetrafluoro-4'-methoxy-[1,1'-biphenyl]-3-yl)methanesulfonamide ClC1=C(C=C(C(=C1)Cl)C1=C(C(=C(C(=C1F)F)OC)F)F)NS(=O)(=O)C